FC(C=1C=C(C=C(C1)C(F)(F)F)C1=NN(C=N1)\C=C/1\C(N(C(N1CC(F)(F)F)=O)C)=O)(F)F (Z)-5-((3-(3,5-bis(trifluoromethyl)phenyl)-1H-1,2,4-triazol-1-yl)methylene)-3-Methyl-1-(2,2,2-trifluoroethyl)imidazoline-2,4-dione